14-Bromo-8,8-dimethyl-7a,8-dihydrobenzo[d]naphtho[1,2-f]pyrazolo[5,1-b][1,3]oxazepin-9(10H)-one BrC1=CC2=C(N3C(OC4=C2C=2C=CC=CC2C=C4)C(C(N3)=O)(C)C)C=C1